[1-(3,5-Difluoro-2-pyridinyl)triazol-4-yl]-[(1S,4S)-4-(1,5-dimethylpyrazol-4-yl)-1-methyl-3,4-dihydro-1H-isoquinolin-2-yl]methanone FC=1C(=NC=C(C1)F)N1N=NC(=C1)C(=O)N1[C@H](C2=CC=CC=C2[C@H](C1)C=1C=NN(C1C)C)C